7-Benzyl-4-(4-(4-ferrocenyl-1H-1,2,3-triazol-1-yl)benzyl)-2,4,6,7,8,9-hexahydroimidazo[1,2-a]pyrido[3,4-e]pyrimidin-5(1H)-one C(C1=CC=CC=C1)N1CC=2C(N(C=3N(C2CC1)CCN3)CC3=CC=C(C=C3)N3N=NC(=C3)[C-]3C=CC=C3)=O.[CH-]3C=CC=C3.[Fe+2]